N1(CCCCCC1)C=1C=C(C=CC1C(=O)N1C(CNCC1)C(C)C)NC(=O)C1CC1 N-[3-(azepan-1-yl)-4-(2-prop-2-ylpiperazine-1-carbonyl)phenyl]cyclopropanecarboxamide